P(O)(O)O.P(O)(O)O.P(O)(O)O.C(CCCCCCCCCCCCCCCCC)[C@@](C(O)(CCCCCCCCCCCCCCCCCC)CCCCCCCCCCCCCCCCCC)(O)[C@@H](O)[C@H](O)[C@H](O)CO tristearyl-sorbitol triphosphite